1-(2,4-dimethyl-1,3-thiazol-5-yl)ethanone CC=1SC(=C(N1)C)C(C)=O